OCC1CCC(CC1)N1N=C2C=C(C(=CC2=C1)NC(=O)N1C=CC=2C1=NC=CC2)OC N-[2-[4-(hydroxymethyl)cyclohexyl]-6-methoxy-indazol-5-yl]pyrrolo[2,3-b]pyridine-1-carboxamide